Methanocycloocta[B]Quinolin-12-Amine C12=C3C(=C4C(=NC3=CC=C1C2)C=CC=CC=C4)N